2-methyl-7-(1-methyl-7-(piperidine-1-carbonyl)-2,3-dihydropyrido[2,3-b]pyrazin-4(1H)-yl)-[1,2,4]triazolo[4,3-a]pyridin-3(2H)-one CN1N=C2N(C=CC(=C2)N2C3=C(N(CC2)C)C=C(C=N3)C(=O)N3CCCCC3)C1=O